7,10-dibromo-2-[2-(3-chloro-2-pyridyl)-5-(2,2,2-trifluoroethoxy)pyrazol-3-yl]benzo[g][3,1]benzoxazin-4-one BrC=1C=CC2=C(C3=C(C(OC(=N3)C=3N(N=C(C3)OCC(F)(F)F)C3=NC=CC=C3Cl)=O)C=C2C1)Br